C(C)OC([C@@](C(F)(F)F)(O)C1=CC=C(C=C1)N)=O.C(C1=CC=CC=C1)OC[C@H]1CO1 (R)-benzyloxymethyl-epoxyethane ethyl-(S)-2-(4-aminophenyl)-3,3,3-trifluoro-2-hydroxypropanoate